N-(6-(methylcarbamoyl)pyridin-3-yl)-6-azaspiro[2.5]Octane-1-carboxamide CNC(=O)C1=CC=C(C=N1)NC(=O)C1CC12CCNCC2